OC1=CC=C(OC2=NC=C(C=C2Cl)C(F)(F)F)C=C1 2-(4-hydroxyphenoxy)-3-chloro-5-trifluoromethylpyridine